3-iodo-2-p-tolylquinolin-4(1H)-one IC1=C(NC2=CC=CC=C2C1=O)C1=CC=C(C=C1)C